FC1=CC=C(C=C1)C=1N=C(N(C1C1=CC=NC=C1)[C@@H]1CC(OC1)=O)C (R)-4-(4-(4-fluorophenyl)-2-methyl-5-(pyridin-4-yl)-1H-imidazol-1-yl)dihydrofuran-2(3H)-one